tert-butyl 4-(6-formylpyrazolo[1,5-a]pyridin-3-yl)piperidine-1-carboxylate C(=O)C=1C=CC=2N(C1)N=CC2C2CCN(CC2)C(=O)OC(C)(C)C